tert-butyl (3-formylcyclopentyl)carbamate C(=O)C1CC(CC1)NC(OC(C)(C)C)=O